3-((4-(4-(((2-(cyclopropylmethyl)-5-fluoro-4-oxo-3,4-dihydroquinazolin-7-yl)oxy)methyl)-[1,4'-bipiperidin]-1'-yl)-3-fluorophenyl)amino)piperidine-2,6-dione C1(CC1)CC1=NC2=CC(=CC(=C2C(N1)=O)F)OCC1CCN(CC1)C1CCN(CC1)C1=C(C=C(C=C1)NC1C(NC(CC1)=O)=O)F